1,1,3-tris(2-methyl-5-tert-butyl-4-hydroxyphenyl)butane CC1=C(C=C(C(=C1)O)C(C)(C)C)C(CC(C)C1=C(C=C(C(=C1)C(C)(C)C)O)C)C1=C(C=C(C(=C1)C(C)(C)C)O)C